2,4,6-tri(2'-n-butoxyphenyl)-1,3,5-triazine C(CCC)OC1=C(C=CC=C1)C1=NC(=NC(=N1)C1=C(C=CC=C1)OCCCC)C1=C(C=CC=C1)OCCCC